8-cyclopropyl-5H,6H,8H-imidazo[2,1-c][1,4]oxazine-2-sulfonamide C1(CC1)C1OCCN2C1=NC(=C2)S(=O)(=O)N